C(C)(C)(C)C=1N=C(C2=C(N1)C=NCC2)OC2=C(C=C(C=C2)N)F tert-butyl-4-(4-amino-2-fluorophenoxy)-5,6-dihydropyrido[3,4-d]pyrimidine